3-methyl-6-heptanone CC(CC)CCC(C)=O